(1r,4r)-4-Hydroxycyclohexane OC1CCCCC1